N1(CCCCC1)C1=CC=C(C=C1)NC(OC=1C=CC2=C3C=CC=4C=CCC4C3=CC=C2C1)=O cyclopenta[a]phenanthren-3-yl (4-(piperidin-1-yl)phenyl)carbamate